C(#N)C=1C=NN2C1C(=CC(=C2)C=2C=NN(C2)C)C=2C=CC(=NC2)N2C[C@@H]1C([C@@H]1C2)CNC(=O)C2=NC=CC(=C2)OC N-(((1R,5S,6s)-3-(5-(3-cyano-6-(1-methyl-1H-pyrazol-4-yl)pyrazolo[1,5-a]pyridin-4-yl)pyridin-2-yl)-3-azabicyclo[3.1.0]hexan-6-yl)methyl)-4-methoxypyridinamide